ethyl (2S)-1-[5-[[5-(4-fluoro-1H-benzimidazol-2-yl)-1-methyl-pyrazol-3-yl] carbamoyl]-2-pyridyl]pyrrolidine-2-carboxylate FC1=CC=CC=2NC(=NC21)C2=CC(=NN2C)NC(=O)C=2C=CC(=NC2)N2[C@@H](CCC2)C(=O)OCC